benzyl 4-{8-(2,2-difluorocyclopropyl)-4-[(4-methoxybenzyl)amino]pyrazolo[1,5-a][1,3,5]triazin-2-yl}piperazine-1-carboxylate FC1(C(C1)C=1C=NN2C1N=C(N=C2NCC2=CC=C(C=C2)OC)N2CCN(CC2)C(=O)OCC2=CC=CC=C2)F